C(CCCCCCCCCCC)(=O)ON(S(=O)(=O)CCCCCCCCCCCCCCN(C)C)C methyl-{N-[3-(dimethylamino) propyl] undecane-1-sulfonylamino} dodecanoate